CN(C)CC1CN(C(CCC2CN(CCN2C=2C=3CCN(CC3N=C(O1)N2)C2=CC=CC1=CC=CC=C21)C(C=C)=O)=O)C 13-[(dimethylamino)methyl]-11-methyl-19-(naphthalen-1-yl)-5-(prop-2-enoyl)-14-oxa-2,5,11,16,19,23-hexaazatetracyclo[13.7.1.0^{2,7}.0^{17,22}]tricosa-1(23),15,17(22)-trien-10-one